FC(C(C(F)(F)F)(O)C1=CC(=C(C=C1)C1=C(C=C(C=C1)CN1CC2(CS(C2)(=O)=O)CC1)C(C)C)C)(F)F 6-((4'-(1,1,1,3,3,3-hexafluoro-2-hydroxypropan-2-yl)-2-isopropyl-2'-methyl-[1,1'-biphenyl]-4-yl)methyl)-2-thia-6-azaspiro[3.4]octane 2,2-dioxide